N-(5-Diethylaminomethyl-2-methyl-phenyl)-4-[5-ethoxy-4-(4-fluoro-phenyl)-pyrimidin-2-ylamino]-benzamide C(C)N(CC)CC=1C=CC(=C(C1)NC(C1=CC=C(C=C1)NC1=NC=C(C(=N1)C1=CC=C(C=C1)F)OCC)=O)C